(2R,5R)-4,4-difluoro-2-(1H-indazol-5-yl)-5-methylpiperidin FC1(C[C@@H](NC[C@H]1C)C=1C=C2C=NNC2=CC1)F